3-(cyclohexyl-(hydroxy)methyl)-1-ethylquinoxalin-2(1H)-one C1(CCCCC1)C(C=1C(N(C2=CC=CC=C2N1)CC)=O)O